4-((3-(4-(((1S,4S)-4-(2-oxa-6-azaspiro[3.3]heptan-6-yl)cyclohexyl)amino)-1-(2,2,2-trifluoroethyl)-1H-indol-2-yl)prop-2-yn-1-yl)amino)-2-fluoro-5-methoxybenzoic acid C1OCC12CN(C2)C2CCC(CC2)NC2=C1C=C(N(C1=CC=C2)CC(F)(F)F)C#CCNC2=CC(=C(C(=O)O)C=C2OC)F